C1(CCCC1)COC1=C(C=CC=C1)CNC(=O)C=1C(=NC(=C(C1)C=1C=CC=2N(N1)C=C(N2)NC(C)=O)C)C N-{[2-(cyclopentylmethoxy)phenyl]methyl}-5-{2-acetamidoimidazo[1,2-b]pyridazin-6-yl}-2,6-dimethylpyridine-3-carboxamide